1-((3-chloro-2,4-difluorophenyl)(2-(2,2,2-trifluoroethoxy)pyrimidin-5-yl)methyl)-2-methylpropane-2-sulfinamide ClC=1C(=C(C=CC1F)C(CC(C)(S(=O)N)C)C=1C=NC(=NC1)OCC(F)(F)F)F